NN1N=NC(=C1)S 3-amino-5-mercapto-1,2,3-triazole